5-(4-(2-(4-((3-((1H-pyrazol-4-yl)amino)-5-(trifluoromethoxy)benzyl)amino)butoxy)ethoxy)-1H-indazol-6-yl)pyridazin-3-ol N1N=CC(=C1)NC=1C=C(CNCCCCOCCOC2=C3C=NNC3=CC(=C2)C=2C=C(N=NC2)O)C=C(C1)OC(F)(F)F